(5-chloro-6-((1-methylcyclopropyl)methoxy)pyridin-3-yl)(4-(5-methyloxazolo[4,5-b]pyridin-2-yl)piperazin-1-yl)methanone ClC=1C=C(C=NC1OCC1(CC1)C)C(=O)N1CCN(CC1)C=1OC=2C(=NC(=CC2)C)N1